C(C)(C)(C)C1=C(N(C=2N=C(N=C(C21)N)C2=CC=CC=C2)S(=O)(=O)C2=CC=C(C)C=C2)C (tert-butyl)-6-methyl-2-phenyl-7-tosyl-7H-pyrrolo[2,3-d]pyrimidin-4-amine